NC1=CC=C(C=N1)NC(C1=CC(=C(C(=O)NC2=CC(=C(C=C2)Cl)C2=NC=CC=C2)C=C1)Cl)=O N4-(6-Aminopyridin-3-Yl)-2-Chloro-N1-(4-Chloro-3-(Pyridin-2-Yl)Phenyl)-Terephthalamide